O1COC=C1 DIOXOL